4-nitro-2-(6-azaspiro[2.5]octane-6-yl)benzoic acid [N+](=O)([O-])C1=CC(=C(C(=O)O)C=C1)N1CCC2(CC2)CC1